methyl 3-[1-[tert-butyl (dimethyl) silyl] oxypropyl]-4,5-dihydroisoxazole-5-carboxylate [Si](C)(C)(C(C)(C)C)OC(CC)C1=NOC(C1)C(=O)OC